5-{4-[(2-hexyl-1-oxodecyl) oxy] butyl}-11,14-dimethyl-7-oxo-6-oxa-8,11,14-triazapentadec-1-yl 2-hexyldecanoate C(CCCCC)C(C(=O)OCCCCC(OC(NCCN(CCN(C)C)C)=O)CCCCOC(C(CCCCCCCC)CCCCCC)=O)CCCCCCCC